FC(C1=CC=C(C=C1)N1N=NC(=C1COC1=CC=C(N=N1)N1CC(C1)C(=O)N1CC(OCC1)(C)C)C)F (1-(6-((1-(4-(difluoromethyl)phenyl)-4-methyl-1H-1,2,3-triazol-5-yl)methoxy)pyridazine-3-yl)azetidin-3-yl)(2,2-dimethylmorpholino)methanone